6-chloro-N-{3-[2-(4-chloro-3-fluorophenoxy)acetamido]bicyclo[1.1.1]pentan-1-yl}-4-[2-(methanesulfonyl)ethyl]-3,4-dihydro-2H-1,4-benzoxazine-2-carboxamide ClC=1C=CC2=C(N(CC(O2)C(=O)NC23CC(C2)(C3)NC(COC3=CC(=C(C=C3)Cl)F)=O)CCS(=O)(=O)C)C1